C(C)(C)(C)P(=O)(C(C)(C)C)[Mg]Cl di-tert-butylphosphinoylmagnesium chloride